3-methyl-1-butyl-1H-imidazolium C[N+]1=CN(C=C1)CCCC